(Z)-3-(6-(dimethylamino)quinoxalin-2-yl)-2-(4-nitrophenyl)acrylonitril CN(C=1C=C2N=CC(=NC2=CC1)\C=C(/C#N)\C1=CC=C(C=C1)[N+](=O)[O-])C